SC(CCCCCCCCCC)OP(O)(O)=O 1-mercaptoundecylphosphoric acid